COC1=CC=C2C=3C=CN=C(C3N(C2=C1)CC1=CC=CC=C1)C 1-(7-Methoxy-1-methyl-β-carbolin-9-yl)-1-phenylmethane